ClC=1C=C(C(=O)OC)C=C(C1OC)S(NC1=C(C=CC(=C1)C1=C(C=CC(=C1)F)CCO)C(F)(F)F)(=O)=O Methyl 3-chloro-5-[[5-[5-fluoro-2-(2-hydroxyethyl)phenyl]-2-(trifluoromethyl)phenyl]sulfamoyl]-4-methoxy-benzoate